COC(=O)C1=CC=C(C=C1)CC(C[TeH])C 1-methoxycarbonyl-4-(2-methylhydrotelluro-propyl)benzene